ClC=1NN(C(=CC1)Cl)CCC1=CC(=CC=C1)F 3,6-Dichloro-N-[2-(3-fluorophenyl)ethyl]pyridazin